C(C)(C)(C)C=1C(=C(C=C(C1)C(C)(C)C)[C@H]1[C@H](C1)C=CC(=CC(=O)O)C)OCCCC |r| (1RS,2RS)-5-[2-(3,5-Di-tert-butyl-2-butoxy-phenyl)-cyclopropyl]-3-methyl-penta-2,4-dienoic acid